4-(5-(4-methylpiperidine-1-carbonyl)-1-(p-tolyl)-1H-benzo[d]imidazol-2-yl)benzonitrile CC1CCN(CC1)C(=O)C1=CC2=C(N(C(=N2)C2=CC=C(C#N)C=C2)C2=CC=C(C=C2)C)C=C1